((1S,4R,6R)-6-((5-bromopyridin-2-yl)amino)-2-azabicyclo[2.2.2]oct-2-yl)(3-fluoro-2-(pyrimidin-2-yl)phenyl)methanone BrC=1C=CC(=NC1)N[C@@H]1C[C@@H]2CN([C@H]1CC2)C(=O)C2=C(C(=CC=C2)F)C2=NC=CC=N2